(1-(2-chloro-5-((1-(trifluoromethyl)-1H-pyrazol-4-yl)ethynyl)pyridin-4-yl)piperidin-4-yl)propan-2-ol ClC1=NC=C(C(=C1)N1CCC(CC1)CC(C)O)C#CC=1C=NN(C1)C(F)(F)F